C1CC12NCCN(C2)C=2OC(=C(N2)N2C=CC=1C=CC=NC1C2=O)C2=CC=C(C=C2)C(F)(F)F 7-(2-(4,7-diazaspiro[2.5]octan-7-yl)-5-(4-(trifluoromethyl)phenyl)oxazol-4-yl)-1,7-naphthyridin-8(7H)-one